ethyl 1-[3-[3-[4-(cyclopropylcarbamoyl)-3-(difluoromethoxy)-5-methoxy-phenyl]imidazo[1,2-a]pyridin-7-yl]oxypropyl]-3-methyl-azetidine-3-carboxylate C1(CC1)NC(=O)C1=C(C=C(C=C1OC)C1=CN=C2N1C=CC(=C2)OCCCN2CC(C2)(C(=O)OCC)C)OC(F)F